dimethyl-ammonium chloride Phosphate P(=O)([O-])([O-])[O-].[Cl-].C[NH2+]C.C[NH2+]C.C[NH2+]C.C[NH2+]C